NC(C#N)C1=C(C(=CC=C1)C(F)(F)F)Cl 2-amino-2-(2-chloro-3-(trifluoromethyl)phenyl)acetonitrile